COC1=NC=C(C=N1)N(C(=O)NC1=NC(=C(C=C1F)F)F)CC1=NNC(=C1)C(F)(F)F 1-(2-Methoxypyrimidin-5-yl)-1-((5-(trifluoromethyl)-1H-pyrazol-3-yl)methyl)-3-(3,5,6-trifluoropyridin-2-yl)urea